C(C)(C)(C)OC(NC1=C(C(=C(C=C1)F)Br)F)=O (3-bromo-2,4-difluorophenyl)carbamic acid tert-butyl ester